C(C)OC(=O)C=1N(C=CC1NC(=O)OC(C)(C)C)CCO[Si](C)(C)C(C)(C)C 3-((tert-Butoxycarbonyl)amino)-1-(2-((tert-butyldimethylsilyl)oxy)ethyl)-1H-pyrrole-2-carboxylic acid ethyl ester